C1(CC1)CN1C(=CC2=CC=CC=C12)C1=NC2=C(N1CC1CN(C1)C(C1=CC=C(C=C1)C(F)(F)F)=O)C(=CC(=C2)C(=O)N2C1CCC(C2)[C@H]1N)OC (7R)-2-{2-[1-(cyclopropylmethyl)-1H-indol-2-yl]-7-methoxy-1-({1-[4-(trifluoromethyl)benzoyl]azetidin-3-yl}methyl)-1H-1,3-benzodiazole-5-carbonyl}-2-azabicyclo[2.2.1]heptan-7-amine